2-hydroxyoctahydropyrrolopyrazinopyridoindole OC1NC2=C3C(CCC2C1)NC=1C(=C3)N=C3C(N1)=NC=C3